C1=CC=CC=2OC3=CC=CC=C3C3(C12)NCC1=CC=CC=C13 spiro[isoindoline-1,9'-xanthene]